C[NH+](C)CCOC(C(=C)C)=O N,N-dimethyl-(methacryloxyethyl)ammonium